1-((6-(2-chloro-3'-(1,3-dimethyl-2,4-dioxo-1,2,3,4-tetrahydropyrimidine-5-carboxamido)-2'-methyl-[1,1'-biphenyl]-3-yl)-2-methoxypyridin-3-yl)methyl)azetidine-3-carboxylic acid ClC1=C(C=CC=C1C1=CC=C(C(=N1)OC)CN1CC(C1)C(=O)O)C1=C(C(=CC=C1)NC(=O)C=1C(N(C(N(C1)C)=O)C)=O)C